4-(6-bromopyrazolo[1,5-a]pyridin-3-yl)pyridine 1-oxide BrC=1C=CC=2N(C1)N=CC2C2=CC=[N+](C=C2)[O-]